OC1=C(C=CC=C1)C1=CC=CC=C1 2'-hydroxy-[1,1'-biphenyl]